(7R,8S)-7-(Ethoxycarbonyl)-1,4-dioxaspiro-[4.5]-decan-8-aminium, 4-Methylbenzenesulphonic acid salt CC1=CC=C(C=C1)S(=O)(=O)[O-].C(C)OC(=O)[C@@H]1CC2(OCCO2)CC[C@@H]1[NH3+]